N1=C(C=NC=C1)[C@@H]1CCC2OC3(C(N21)=O)CC(C3)OCC3=CC(=CC=C3)CCN3C=NN=C3 (5'S)-5'-(pyrazin-2-yl)-3-({3-[2-(4H-1,2,4-triazol-4-yl)ethyl]phenyl}methoxy)tetrahydro-3'H-spiro[cyclobutane-1,2'-pyrrolo[2,1-b][1,3]oxazol]-3'-one